FC=1C=C(C=C(C1OC)F)C1=C(C=NN1)C1N(C2=CC=CC=C2C(N1)=O)C 2-[5-(3,5-Difluoro-4-methoxyphenyl)-1H-pyrazol-4-yl]-1-methyl-2,3-dihydroquinazolin-4-one